4-(((4-((5,5-dimethyl-2,4-dioxo-3-(4-(1-(trifluoromethyl)cyclopropyl)phenyl)imidazolidin-1-yl)methyl)pyridin-2-yl)amino)methyl)-N-methylbenzenesulfonamide CC1(C(N(C(N1CC1=CC(=NC=C1)NCC1=CC=C(C=C1)S(=O)(=O)NC)=O)C1=CC=C(C=C1)C1(CC1)C(F)(F)F)=O)C